(S)-2-(4-(4-chlorophenyl)-2,3,9-trimethyl-6H-thieno[3,2-f][1,2,4]triazolo[4,3-a][1,4]diazepin-6-yl)-N-(3-nitropropyl)acetamide ClC1=CC=C(C=C1)C1=N[C@H](C=2N(C3=C1C(=C(S3)C)C)C(=NN2)C)CC(=O)NCCC[N+](=O)[O-]